[C@H]12OC[C@H](N(C1)C1=C(C=C(C(=C1)OC)NC1=NC=NC(=C1)N1OCC[C@@H]1C1=CC(=CC=C1)C(F)(F)F)NC(C=C)=O)C2 N-(2-((1R,4R)-2-oxa-5-azabicyclo[2.2.1]heptan-5-yl)-4-methoxy-5-((6-((R)-3-(3-(trifluoromethyl)phenyl)isoxazolidin-2-yl)pyrimidin-4-yl)amino)phenyl)acrylamide